1-((1-acryloylazetidin-3-yl)methyl)-6-(2-amino-6-fluorophenyl)-7-chloro-4-(2-isopropyl-6-methylphenyl)quinoxaline-2,3(1h,4h)-dione C(C=C)(=O)N1CC(C1)CN1C(C(N(C2=CC(=C(C=C12)Cl)C1=C(C=CC=C1F)N)C1=C(C=CC=C1C)C(C)C)=O)=O